C(C)(C)(C)OC(=O)NCC(=O)NC(C(=O)OCC)C(=O)[C@H]1[C@H](C1)F cis-ethyl 2-(2-((tert-butoxycarbonyl)amino)acetamido)-3-(2-fluorocyclopropyl)-3-oxopropanoate